3-(((2-bromo-5-(trifluoromethyl)pyrazolo[1,5-a]pyrimidin-7-yl)amino)methyl)-3-phenylcyclobutan-1-ol BrC1=NN2C(N=C(C=C2NCC2(CC(C2)O)C2=CC=CC=C2)C(F)(F)F)=C1